C1(CC1)S(=O)(=O)N1N=CC(=C1)C1=NC=C(C(=N1)NC1=CC(=C(C=N1)C1=NC=C(C=C1)OC1CCN(CC1)C)NC1CCC(CC1)F)F N6'-(2-(1-(Cyclopropylsulfonyl)-1H-pyrazol-4-yl)-5-fluoropyrimidin-4-yl)-N4'-(4-fluorocyclohexyl)-5-((1-methylpiperidin-4-yl)oxy)-[2,3'-bipyridine]-4',6'-diamine